C(C)(=O)C1=CC(=CC=2NCN(S(C21)(=O)=O)[C@@H]([C@H](C)C2=C(C(=CC=C2F)C)C)C2=NNC(O2)=O)Cl 5-((1S,2R)-1-(8-acetyl-6-chloro-1,1-dioxido-3,4-dihydro-2H-benzo[e][1,2,4]thiadiazin-2-yl)-2-(6-fluoro-2,3-dimethylphenyl)propyl)-1,3,4-oxadiazol-2(3H)-one